Cl.CNCCOCCOCCOCCOCCOCCOC=1C=C2C(N(C(C2=CC1)=O)C1C(NC(CC1)=O)=O)=O 5-(5,8,11,14,17-Pentaoxa-2-azanonadecan-19-yloxy)-2-(2,6-dioxopiperidin-3-yl)isoindoline-1,3-dione hydrochloride